C(C)(=O)OC[C@H](OC)[C@@H](OC)[C@@H](OC(C)=O)[C@H](OC(C)=O)COC(C)=O 1,4,5,6-tetra-O-acetyl-2,3-di-O-methylgalactitol